3-(4-((14-(4-(4-amino-3-(4-phenoxyphenyl)-1H-pyrazolo[3,4-d]pyrimidin-1-yl)Piperidin-1-yl)-14-oxo-3,6,9,12-tetraoxatetradecyl)thio)-1-oxoisoindoline-2-yl)piperidine NC1=C2C(=NC=N1)N(N=C2C2=CC=C(C=C2)OC2=CC=CC=C2)C2CCN(CC2)C(COCCOCCOCCOCCSC2=C1CN(C(C1=CC=C2)=O)C2CNCCC2)=O